COC=1C=CC(=NC1)NC=1OC(=CN1)C1=CC=C(C=C1)C(F)(F)F N-(5-methoxypyridin-2-yl)-5-(4-(trifluoromethyl)phenyl)oxazol-2-amine